C1(CCC2=CC=CC=C12)NC(\C=C\C1=CC=C2C=NNC2=C1F)=O (2E)-N-(2,3-dihydro-1H-inden-1-yl)-3-(7-fluoro-1H-indazol-6-yl)prop-2-enamide